ClC1=C(C=CC=C1)N1C(N=C(C2=CC=C(C=C12)C(F)(F)F)N[C@H]1[C@H](C1)F)=O 1-(2-Chlorophenyl)-4-(((1R,2S)-2-fluorocyclopropyl)amino)-7-(trifluoromethyl)quinazolin-2(1H)-one